ClC1=C(C=CC2=C1C(=N[C@H](C=1N2C=C(C(N1)=O)CO)C)C1=C(C=CC=C1F)F)C(F)(F)F (5S)-8-chloro-7-(2,6-difluorophenyl)-2-(hydroxymethyl)-5-methyl-9-(trifluoromethyl)-5H-pyrimido[1,2-a][1,4]benzodiazepin-3-one